chromium oxid [O-2].[Cr+3].[O-2].[O-2].[Cr+3]